[6-(trifluoromethyl)pyridin-3-yl]methyl N-{[2-(2,6-dioxopiperidin-3-yl)-3-oxo-2,3-dihydro-1H-isoindol-5-yl]methyl}carbamate O=C1NC(CCC1N1CC2=CC=C(C=C2C1=O)CNC(OCC=1C=NC(=CC1)C(F)(F)F)=O)=O